tert-butyl 2-((((9H-fluoren-9-yl)methoxy)carbonyl)amino)-2-(2,2-difluorobenzo[d][1,3]dioxol-4-yl)acetate C1=CC=CC=2C3=CC=CC=C3C(C12)COC(=O)NC(C(=O)OC(C)(C)C)C1=CC=CC=2OC(OC21)(F)F